O=C1NC(CCC1N1N=CC=2C1=NC(=CC2)C#CCNC(C2=NC=C(C=C2)C=2N=CC1=C(C=CC=C1C2)C2=CC1=C(N(C(N1C)=O)C)C(=C2)C(C)C)=O)=O N-(3-(1-(2,6-dioxopiperidin-3-yl)-1H-pyrazolo[3,4-b]pyridin-6-yl)prop-2-yn-1-yl)-5-(8-(7-isopropyl-1,3-dimethyl-2-oxo-2,3-dihydro-1H-benzo[d]imidazol-5-yl)isoquinolin-3-yl)picolinamide